ethyl 6-chloro-1-methyl-2-oxo-4-(trifluoromethylsulfonyloxy)quinoline-3-carboxylate ClC=1C=C2C(=C(C(N(C2=CC1)C)=O)C(=O)OCC)OS(=O)(=O)C(F)(F)F